2-naphthoic acid sodium salt [Na+].C1=C(C=CC2=CC=CC=C12)C(=O)[O-]